C(C)OC(=O)C1=NC(=CC(=C1N)Br)Cl 3-amino-4-bromo-6-chloro-pyridine-2-carboxylic acid ethyl ester